[In].[Zn].[Cu] copper-zinc-indium